C(C)(C)C=1N=C(C(=NC1)C)C 5-isopropyl-2,3-dimethyl-pyrazine